ClC1=CC=C(C=2N(N=NC21)C(C)C2=CC=C(C=C2)OC(F)(F)F)C(=O)N 4-chloro-1-(1-(4-(trifluoromethoxy)phenyl)ethyl)-1H-benzo[d][1,2,3]triazole-7-carboxamide